ClC1=C(C=CC=C1)C1=C(C=NO1)C(=O)N1CCN(CC1)S(=O)(=O)C (5-(2-chlorophenyl)isoxazol-4-yl)(4-(methylsulfonyl)piperazin-1-yl)methanone